2,3-dihydro-1H-pyrrolo[1,2-a]imidazole N1C=2N(CC1)C=CC2